[Cl-].COC=1C=C(CN2C(=[N+]([C@H]([C@@H]2C2=CC=CC=C2)C2=CC=CC=C2)CC2=CC(=CC(=C2)OC)OC)N=C2N[C@H]([C@@H](N2)C2=CC=CC=C2)C2=CC=CC=C2)C=C(C1)OC (4S,5S)-1,3-bis(3,5-dimethoxybenzyl)-2-(((4S,5S)-4,5-diphenylimidazolidin-2-ylidene)amino)-4,5-diphenyl-4,5-dihydro-1H-imidazol-3-ium chloride